CN1CCN2N=CC(NC3=NC=C4C=C(C(N(CC1)C4=N3)=O)N3CCN(C4=C(C=CC=C34)C)C(C=C)=O)=C2 9-methyl-14-(5-methyl-4-prop-2-enoyl-2,3-dihydroquinoxalin-1-yl)-2,5,6,9,12,18,19-heptazatetracyclo[10.6.2.13,6.016,20]henicosa-1(18),3(21),4,14,16,19-hexaen-13-one